OC1=C(C=CC=C1)C(C)(C)C1=C(C=CC=C1)O 2,2-bis-(2-hydroxyphenyl)propane